3-(2,2'-bipyridin-5-yl)-D-alanine N1=C(C=CC(=C1)C[C@@H](N)C(=O)O)C1=NC=CC=C1